NCC(=O)O[C@H]1CC[C@H]2[C@@H]3CCC4=CC(C=C[C@@]4([C@H]3CC[C@]12C)O)=O (8S,9S,10S,13S,14S,17S)-10-hydroxy-13-methyl-3-oxo-6,7,8,9,10,11,12,13,14,15,16,17-dodecahydro-3H-cyclopenta[a]phenanthren-17-yl glycinate